2-(3-(3,4-difluorophenyl)-5-methoxy-4-(4-sulfamoylbenzyl)-1H-pyrazol-1-yl)thiazole-4-carboxylic acid FC=1C=C(C=CC1F)C1=NN(C(=C1CC1=CC=C(C=C1)S(N)(=O)=O)OC)C=1SC=C(N1)C(=O)O